(Hydroxy-(4-propyl-phenyl)-(5-pyrrolidin-1-yl-pyridin-3-yl)-methyl)-3-methyl-azetidine-1-carboxylic acid tert-butyl ester C(C)(C)(C)OC(=O)N1C(C(C1)C)C(C=1C=NC=C(C1)N1CCCC1)(C1=CC=C(C=C1)CCC)O